C(#N)CCP(OCC)(OCC)=O Diethyl (2-cyanoethyl)phosphonate